C(C)(C)(C)S(=O)(=O)C(S(=O)(=O)C(C)(C)C)=[N+]=[N-] 1-tert-butylsulfonyl-1-(tert-butylsulfonyl)diazomethane